di-tert-butyl(2,4,6-triisopropylbiphenyl-2-yl)phosphine C(C)(C)(C)P(C1(C(=C(C=C(C1)C(C)C)C(C)C)C1=CC=CC=C1)C(C)C)C(C)(C)C